N1CCCC2=CC=C(C=C12)NC=1N=C(C2=C(N1)NC=C2)NC2=C(C=CC=C2)P(C)(C)=O (2-(((1,2,3,4-tetrahydroquinolin-7-yl)amino)7H-pyrrolo[2,3-d]pyrimidin-4-yl)aminophenyl)dimethylphosphine oxide